(S)-3-(5-(2,5-difluorophenyl)thiophen-2-yl)-3-(3-(1-methyl-4-oxo-2-oxo-1,2-dihydropyridin-3-yl)ureido)propanoic acid FC1=C(C=C(C=C1)F)C1=CC=C(S1)[C@H](CC(=O)O)NC(=O)NC1C(N(C=CC1=O)C)=O